C(C1=CC=CC=C1)OC(=O)N[C@H](C(=O)N[C@H](C(S(=O)(=O)[O-])O)CC1C(NCC1)=O)CC(C)C.[Na+] sodium (2S)-2-((S)-2-(((benzyloxy)carbonyl)amino)-4-methylpentanamido)-1-hydroxy-3-(2-oxopyrrolidin-3-yl)propane-1-sulfonate